2-[7-chloroimidazo[1,5-a]pyridin-3-yl]-1-[[2-(trimethylsilyl)ethoxy]methyl]imidazole ClC1=CC=2N(C=C1)C(=NC2)C=2N(C=CN2)COCC[Si](C)(C)C